2-(4,4-difluoro-5-methyl-3-piperidinyl)-N,N-dimethyl-ethylamine FC1(C(CNCC1C)CCN(C)C)F